C(#N)C=1C=C(C=CC1)CN1N=C(C(=C1)F)C(=O)O 1-(3-cyanophenylmethyl)-4-fluoro-1H-pyrazole-3-carboxylic acid